6-Chloro-3-[(1R)-1-[2-(2-ethylindazol-5-yl)-3,6-dimethyl-4-oxo-chromen-8-yl]ethoxy]pyridine-2-carbonitrile ClC1=CC=C(C(=N1)C#N)O[C@H](C)C=1C=C(C=C2C(C(=C(OC12)C1=CC2=CN(N=C2C=C1)CC)C)=O)C